6-ethoxypyridin-2-yl-1H-imidazo[4,5-b]pyrazin-6-yl-1-(pyrimidin-5-yl)methanesulfonamide C(C)OC1=CC=CC(=N1)C(S(=O)(=O)N)(C=1C=NC=NC1)C1=CN=C2C(=N1)NC=N2